Cl.C(C)OC(COC1=NC=CC(=N1)C(=O)O)=O (2-ethoxy-2-oxoethoxy)pyrimidine-4-carboxylic acid hydrochloride